C(C1=CC=CC=C1)OC1=CC=2N(C=C1)N=CC2[C@@H]2CC[C@H](CC2)[C@H](C)NS(=O)C(C)(C)C N-((S)-1-(trans-4-(5-(benzyloxy)pyrazolo[1,5-a]pyridin-3-yl)cyclohexyl)ethyl)-2-Methylpropane-2-sulfinamide